(S)-5,5-difluoro-2-(4-methyltetrahydro-2H-pyran-4-carboxamido)-9-(5,6,7,8-tetrahydro-1,8-naphthyridin-2-yl)nonanoic acid FC(CC[C@@H](C(=O)O)NC(=O)C1(CCOCC1)C)(CCCCC1=NC=2NCCCC2C=C1)F